CC1=C(C(NC2=CC(=CC=C12)N1CCOCC1)=O)C(\C=C\C1=CC=C(C=C1)C)=O (E)-4-methyl-7-morpholinyl-3-(3-(p-tolyl)acryloyl)quinolin-2(1H)-one